NC1=C(N(N=C1)COCC[Si](C)(C)C)C(C)NC1CCN(CC1)C1=C(C=CC=C1C)F {1-[4-Amino-2-(2-trimethylsilanyl-ethoxymethyl)-2H-pyrazol-3-yl]-ethyl}-[1-(2-fluoro-6-methyl-phenyl)-piperidin-4-yl]-amine